ClC1=C(C=CC=C1)C1=NC=2N(C(N(C(C2N1C1=CC=C(C=C1)Cl)=O)[C@H](C(=O)N)C)=O)CC1CCOCC1 (2S)-2-[8-(2-chlorophenyl)-7-(4-chlorophenyl)-3-(oxacyclohex-4-ylmethyl)-2,6-dioxopurin-1-yl]Propionamide